N-(1-hydroxypropan-2-yl)-3-oxo-2-(pyridin-3-yl)-6-[4-(trifluoromethyl)phenyl]-2,3-dihydropyridazine-4-carboxamide OCC(C)NC(=O)C=1C(N(N=C(C1)C1=CC=C(C=C1)C(F)(F)F)C=1C=NC=CC1)=O